CNC(=O)C=1N=C2N(C=C(N=C2NCC2CCNCC2)C2=CC=NC=C2)C1C 3-Methyl-8-[(piperidin-4-ylmethyl)-amino]-6-pyridin-4-yl-imidazo[1,2-a]pyrazine-2-carboxylic acid methylamide